BrCC=1C(=CC(=NC1)C1CC1)C(=O)OC methyl 5-(bromomethyl)-2-cyclopropyl-pyridine-4-carboxylate